FC1=CC=C(C=N1)NC(=O)C1=C(N(C(=C1C)C(C(N[C@@H](C(F)(F)F)C)=O)=O)C)C (R)-N-(6-fluoropyridin-3-yl)-1,2,4-trimethyl-5-(2-oxo-2-((1,1,1-trifluoropropan-2-yl)amino)acetyl)-1H-pyrrole-3-carboxamide